tert-butyl 4-(5-fluoro-1H-pyrrolo[2,3-b]pyridin-4-yl)-4-hydroxypiperidine-1-carboxylate FC=1C(=C2C(=NC1)NC=C2)C2(CCN(CC2)C(=O)OC(C)(C)C)O